CC1(CCC=2C(=NN(C2C1)COCC[Si](C)(C)C)C=1N(C2=CC(=CC=C2C1)C(=O)O)COCC[Si](C)(C)C)C 2-(6,6-dimethyl-1-{[2-(trimethylsilyl)ethoxy]methyl}-4,5,6,7-tetrahydro-1H-indazol-3-yl)-1-{[2-(trimethylsilyl)ethoxy]methyl}-1H-indole-6-carboxylic acid